OCCCC(CCN1CCN(CCC1)CCCN1N=NC(=C1)C1=CC(=CC=C1)O)O\N=C\C1=CC=CC=C1 (E)-benzaldehyde O-(6-hydroxy-1-(4-(3-(4-(3-hydroxyphenyl)-1H-1,2,3-triazol-1-yl)propyl)-1,4-diazepan-1-yl)hexane-3-yl) oxime